(S)-5-(benzyloxy)-3-(but-3-en-2-yl)-4,6-dioxo-N-(2,4,6-trifluorobenzyl)-1-(1-vinylcyclobutyl)-2,3,4,6-tetrahydro-1H-pyrido[2,1-f][1,2,4]triazine-7-carboxamide C(C1=CC=CC=C1)OC=1C(C(=CN2N(CN(C(C21)=O)[C@@H](C)C=C)C2(CCC2)C=C)C(=O)NCC2=C(C=C(C=C2F)F)F)=O